tert-butyl 2-(1-(3-bromothiophen-2-yl)cyclopropoxy)acetate BrC1=C(SC=C1)C1(CC1)OCC(=O)OC(C)(C)C